BrC1=CC(=C(C=C1)N1C(N(CCC1(C)C)C)=O)[N+](=O)[O-] 3-(4-bromo-2-nitrophenyl)-1,4,4-trimethyltetrahydropyrimidin-2(1H)-one